2-(6-methoxypyridin-3-yl)propionamide COC1=CC=C(C=N1)C(C(=O)N)C